NC1=C2N=CN(C2=NC=N1)[C@H]1C=C[C@@](C1)(C#C)OCP(=O)(OC1=CC=CC=C1)N[C@@H](C)C(=O)OCC ethyl (((((1S,4R)-4-(6-amino-9H-purin-9-yl)-1-ethynylcyclopent-2-en-1-yl)oxy)methyl)(phenoxy)phosphoryl)-L-alaninate